C12CN(CC(OC1)C2)C2=NC=C(C=C2C(=O)NC2=CC(=CC=C2)S(N)(=O)=O)C(F)(F)F 2-(6-oxa-3-azabicyclo[3.2.1]octan-3-yl)-N-(3-sulfamoyl-phenyl)-5-(trifluoro-methyl)pyridine-3-carboxamide